N-isopropyl-4-(sec-butylimino)-2-penten-2-amine C(C)(C)NC(C)=CC(C)=NC(C)CC